N1-(6,7-dimethoxy-2-(4-methoxyphenyl)quinolin-4-yl)cyclohexane-1,4-diamine COC=1C=C2C(=CC(=NC2=CC1OC)C1=CC=C(C=C1)OC)NC1CCC(CC1)N